C[C@]12CC3(CC(C[C@@](C1)(C3)C)C2)NC2CCCOO2 2-(((1r,3R,5S,7r)-3,5-dimethyl-adamantan-1-yl)amino)-3,4-dioxan